OC1(CCC=2C1=NC(=CC2CO)C(=O)OC)C methyl 7-hydroxy-4-(hydroxymethyl)-7-methyl-6,7-dihydro-5H-cyclopenta[b]pyridine-2-carboxylate